tert-butyl 3-(bromomethyl)-1H-indole-1-carboxylate BrCC1=CN(C2=CC=CC=C12)C(=O)OC(C)(C)C